C(C=C)(=O)N1CCC(CC1)OC=1C(=CC=2C3=C(N(C(N(C13)C)=O)C1=C(C(=C(C=C1)Cl)Cl)F)N=CN2)OC 9-((1-acryloylpiperidin-4-yl)oxy)-3-(3,4-dichloro-2-fluorophenyl)-8-methoxy-1-methyl-1H-pyrimido[4,5,6-de]quinazolin-2(3H)-one